terthian oxonium [OH3+].S1C(CCCC1)C1(SCCCC1)C1SCCCC1